sodium lauryl sulfosuccinate disodium oleyl-sulfosuccinate C(CCCCCCC\C=C/CCCCCCCC)C(C(=O)[O-])(CC(=O)[O-])S(=O)(=O)O.[Na+].[Na+].S(=O)(=O)(O)C(C(=O)OCCCCCCCCCCCC)CC(=O)[O-].[Na+]